(1-(6-chloropicolinoyl)piperidin-4-yl)(5-phenyl-4,5-dihydro-1H-pyrazol-1-yl)methanone ClC1=CC=CC(=N1)C(=O)N1CCC(CC1)C(=O)N1N=CCC1C1=CC=CC=C1